N1C(NC(CC1=O)=O)=O 1,3-diazine-2,4,6-trione